C(C)(C)(C)OC(N(C)[C@H]1C[C@@H](CC1)OC1=NC=CC(=C1Br)OC)=O ((1R,3R)-3-((3-bromo-4-methoxypyridin-2-yl)oxy)cyclopentyl)(methyl)carbamic acid tert-butyl ester